1-(5-(3-chloro-5-(trifluoromethyl)benzyl)octahydro-pyrrolo[3,4-c]pyrrole-2-carbonyl)-N-methyl-1H-pyrazole-3-carboxamide ClC=1C=C(CN2CC3C(C2)CN(C3)C(=O)N3N=C(C=C3)C(=O)NC)C=C(C1)C(F)(F)F